2-bromo-4,5-dimethyl-1,3-thiazole BrC=1SC(=C(N1)C)C